tert-butyl (S)-2-((difluoromethoxy)methyl)indoline-1-carboxylate FC(OC[C@H]1N(C2=CC=CC=C2C1)C(=O)OC(C)(C)C)F